CC=1C=CC(=C(C1)O)C1=NN=C(C2=CC=CC=C12)N([C@H]1CNCCC1)C (R)-5-methyl-2-(4-(methyl-(piperidin-3-yl)amino)phthalazin-1-yl)phenol